[Na+].C(N)(=O)C1=C(OCC(=O)[O-])C=CC=C1 (carbamoylphenoxy)acetic acid, sodium salt